1-bromo-3,3-dimethyl-1,3-disilacyclobutane Br[SiH]1C[Si](C1)(C)C